(R)-2-(4-(3,3-dimethyl-6-oxo-2,3,6,7-tetrahydrothieno[2,3-b]pyridin-5-yl)piperidine-1-carboxamido)-3-(7-methyl-1H-indazol-5-yl)propanoic acid CC1(CSC=2NC(C(=CC21)C2CCN(CC2)C(=O)N[C@@H](C(=O)O)CC=2C=C1C=NNC1=C(C2)C)=O)C